NC1=NC=CC(=N1)C=1C2=C(C(=NC1)NCC=1C=C(C(=O)NC3=NC=C(C=C3)NCCN(C)C)C=CC1)CCO2 3-(((7-(2-aminopyrimidin-4-yl)-2,3-dihydrofuro[3,2-c]pyridin-4-yl)amino)methyl)-N-(5-((2-(dimethylamino)ethyl)amino)pyridin-2-yl)benzamide